OC=1C=C(C=CC1)/C=C/C(=O)C1=C(C=CC=C1)OC (E)-3-(3-Hydroxyphenyl)-1-(2-methoxyphenyl)prop-2-en-1-one